N-{5-[(1E)-3-[4-(trifluoromethyl)pyrazol-1-yl]prop-1-en-1-yl]-1H-indol-3-yl}carbamic acid tert-butyl ester C(C)(C)(C)OC(NC1=CNC2=CC=C(C=C12)\C=C\CN1N=CC(=C1)C(F)(F)F)=O